9,9-bis-2-ethylhexylfluorene CCC1(C2=CC=CC=C2C=2C=CC=C(C12)CCCCCC)CC